(R)-N-((S)-1'-(5-((3-chloro-2-ethoxypyridin-4-yl)thio)pyrazin-2-yl)-1,3-dihydrospiro[indene-2,4'-piperidin]-1-yl)-2-methylpropane-2-sulfinamide ClC=1C(=NC=CC1SC=1N=CC(=NC1)N1CCC2(CC1)[C@@H](C1=CC=CC=C1C2)N[S@](=O)C(C)(C)C)OCC